5-(2-thienyl)oxazole 2,4-bis(1,1-dimethylpropyl)phenoxyacetate CC(CC)(C)C1=C(OCC(=O)O)C=CC(=C1)C(CC)(C)C.S1C(=CC=C1)C1=CN=CO1